methyl (1S,2R,4R)-2-{[(benzyloxy)carbonyl]amino}-4-hydroxycyclohexanecarboxylate C(C1=CC=CC=C1)OC(=O)N[C@H]1[C@H](CC[C@H](C1)O)C(=O)OC